dihydropyridine-2,6-dione N1C(CCCC1=O)=O